NC=1SC2=C(N1)C=C(C=C2)CC 2-amino-5-ethylbenzothiazole